6-(1-(1-(3-aminobenzoyl)piperidin-4-yl)-1H-pyrazol-4-yl)-4-methoxypyrazolo[1,5-a]pyridine-3-carbonitrile NC=1C=C(C(=O)N2CCC(CC2)N2N=CC(=C2)C=2C=C(C=3N(C2)N=CC3C#N)OC)C=CC1